FC1=C(C=C(OC(CN2CCC3(CS(C3)(=O)=O)CC2)(C)C)C=C1)C(F)(F)F 7-(2-(4-Fluoro-3-(trifluoromethyl)phenoxy)-2-methylpropyl)-2-thia-7-azaspiro[3.5]nonane 2,2-dioxide